(R)-2-acetamido-3-(4-bromo-2,6-difluorophenyl)propionic acid C(C)(=O)N[C@@H](C(=O)O)CC1=C(C=C(C=C1F)Br)F